(R)-(4-amino-3-(1-amino-8-azaspiro[4.5]decan-8-yl)-6-(2,3-dichlorophenyl)pyridin-2-yl)methanol NC1=C(C(=NC(=C1)C1=C(C(=CC=C1)Cl)Cl)CO)N1CCC2(CCC[C@H]2N)CC1